4-cyanooxybenzoic acid-4-cyanooxyphenyl ester (4-cyanooxybenzoate) C(#N)OC1=CC=C(C(=O)O)C=C1.C(#N)OC1=CC=C(C=C1)OC(C1=CC=C(C=C1)OC#N)=O